((1s,4s)-4-((2-((4-((S)-3-phenylisoxazolidin-2-yl)-5-(trifluoromethyl)pyrimidin-2-yl)amino)-7,8-dihydro-1,6-naphthyridin-6(5H)-yl)methyl)cyclohexyl)methyl methanesulfonate CS(=O)(=O)OCC1CCC(CC1)CN1CC=2C=CC(=NC2CC1)NC1=NC=C(C(=N1)N1OCC[C@H]1C1=CC=CC=C1)C(F)(F)F